ClC1=CC(=C(C=C1)C1(OC2=C(N1)C(=CC=C2)CCN2CCCCC2)C)F 1-((2-(4-chloro-2-fluorophenyl)-2-methylbenzo[d][1,3]oxazol-4-yl)ethyl)piperidine